tert-Butyl 3-(((methylsulfonyl)oxy)methyl)azetidine-1-carboxylate CS(=O)(=O)OCC1CN(C1)C(=O)OC(C)(C)C